OC[C@H]1O[C@@]2([C@@H](CCO2)\N=C/C2=C(C3=CC=CC=C3C=C2)O)[C@@H]([C@H]([C@H]1O)N1N=NC(=C1)C1=CC(=C(C(=C1)F)F)F)O (4R,5S,7R,8R,9S,10R)-7-(hydroxymethyl)-4-((Z)-((1-hydroxynaphthalen-yl)methylene)amino)-9-(4-(3,4,5-trifluorophenyl)-1H-1,2,3-triazol-1-yl)-1,6-dioxaspiro[4.5]decane-8,10-diol